triacrylyl phosphate P(=O)(OC(C=C)=O)(OC(C=C)=O)OC(C=C)=O